tert-butyl N-[(1R)-1-[[6-(2-methoxy-3-methyl-phenoxy)-2-pyridyl]carbamoyl]propyl]carbamate COC1=C(OC2=CC=CC(=N2)NC(=O)[C@@H](CC)NC(OC(C)(C)C)=O)C=CC=C1C